C(C1=CC=CC=C1)N(C1=CC(=C(C(=C1)C)CCl)C)CC1=CC=CC=C1 N,N-dibenzyl-4-(chloromethyl)-3,5-dimethylaniline